oxacyclopentadecan-8-one O1CCCCCCC(CCCCCCC1)=O